1-(2-chlorophenyl)-2-(1,2,3,4-tetrazol-2-yl)ethane-1-one tert-Butyl-N-[3-[(2-cyano-5-formyl-4-methyl-indol-1-yl)methyl]-1-bicyclo[1.1.1]pentanyl]carbamate C(C)(C)(C)OC(NC12CC(C1)(C2)CN2C(=CC1=C(C(=CC=C21)C=O)C)C#N)=O.ClC2=C(C=CC=C2)C(CN2N=CN=N2)=O